3-chloro-5-[6-chloro-3-[1-(2-isopropyl-3,6-dimethyl-4-oxo-chromen-8-yl)ethylamino]-2-pyridyl]-2-(5,5-dimethyl-1,3,2-dioxaborinan-2-yl)benzaldehyde ClC=1C(=C(C=O)C=C(C1)C1=NC(=CC=C1NC(C)C=1C=C(C=C2C(C(=C(OC12)C(C)C)C)=O)C)Cl)B1OCC(CO1)(C)C